(1S,4S)-N,N-dibenzyl-8-bromo-2',4'-dichloro-4-methyl-3'-(trimethylsilyl)-3,4,5',8'-tetrahydro-2H-spiro[naphthalene-1,7'-pyrano[4,3-b]pyridin]-7-amine C(C1=CC=CC=C1)N(C1=CC=C2[C@H](CC[C@]3(CC4=NC(=C(C(=C4CO3)Cl)[Si](C)(C)C)Cl)C2=C1Br)C)CC1=CC=CC=C1